exo-tricyclo[5.2.1.0(2,6)]decane C1CC2C3CCC(C3)C2C1